6-oxopiperidin-3-yl 4-methylbenzenesulfonate CC1=CC=C(C=C1)S(=O)(=O)OC1CNC(CC1)=O